COCC=1C=C(C=C(C1)C=C)CO (3-(methoxymethyl)-5-vinylphenyl)methanol